(S)-2-(6-(5-methyl-4H-1,2,4-triazol-3-yl)-4-phenylindoline-1-carbonyl)pyrrolidine-1-carbonitrile CC=1NC(=NN1)C1=CC(=C2CCN(C2=C1)C(=O)[C@H]1N(CCC1)C#N)C1=CC=CC=C1